(R)-6-((6-amino-2-(difluoromethyl)pyrimidin-4-yl)amino)-4-((1-fluoropropan-2-yl)amino)-N-methylnicotinamide NC1=CC(=NC(=N1)C(F)F)NC1=NC=C(C(=O)NC)C(=C1)N[C@@H](CF)C